4-[4-[[5-[4-[1-(2-tert-butoxy-2-oxo-ethyl)-3-methyl-pyrazol-4-yl]phenyl]-1-methyl-imidazole-2-carbonyl]amino]-2-chloro-benzoyl]piperazine-1-carboxylic acid tert-butyl ester C(C)(C)(C)OC(=O)N1CCN(CC1)C(C1=C(C=C(C=C1)NC(=O)C=1N(C(=CN1)C1=CC=C(C=C1)C=1C(=NN(C1)CC(=O)OC(C)(C)C)C)C)Cl)=O